C(CCCCCCCCCCCCCCCCC)(=O)OCC(C(C(CO)O)O)O 2,3,4,5-tetrahydroxypentyl stearate